BrC=1C=NC=2N(C=3N=CC(=CC3OC2C1)Br)CCCCN1CC2(COC2)C1 6,12-dibromo-2-(4-{2-oxa-6-azaspiro[3.3]heptan-6-yl}butyl)-9-oxa-2,4,14-triazatricyclo[8.4.0.0^{3,8}]tetradeca-1(10),3(8),4,6,11,13-hexaene